N-(5-((5-chloropyridin-2-yl)methoxy)-1,3,4-thiadiazol-2-yl)-4-(3-cyano-2-methoxyphenyl)-6-methylnicotinamide ClC=1C=CC(=NC1)COC1=NN=C(S1)NC(C1=CN=C(C=C1C1=C(C(=CC=C1)C#N)OC)C)=O